O=C1N(C2=CC=CC=C2C(N1CCC1=CC=CC=C1)=O)CC1=CC=C(C(=O)N)C=C1 4-((2,4-dioxo-3-phenethyl-3,4-dihydroquinazolin-1(2H)-yl)methyl)benzamide